2,5-dichloro-p-xylylene ether ClC1=C2C=C(C(=C1)COC2)Cl